2,2'-dimethyl-3'-((3-vinyl-1,7-naphthyridin-8-yl)amino)-[1,1'-biphenyl] CC1=C(C=CC=C1)C1=C(C(=CC=C1)NC=1N=CC=C2C=C(C=NC12)C=C)C